2-(5-pyrimidinyl)-pyrimidine N1=CN=CC(=C1)C1=NC=CC=N1